FC1=C(C(=CC(=C1)C(=O)OC)F)C(CC[C@H]1CN(CCO1)C(=O)OC)=O methyl (S)-2-(3-(2,6-difluoro-4-(methoxycarbonyl)phenyl)-3-oxopropyl)morpholine-4-carboxylate